Dimethyl 2-cyano-4-(7-cyanobenzo[b]thiophen-3-yl)-6-methyl-1,4-dihydropyridin-3,5-dicarboxylat C(#N)C=1NC(=C(C(C1C(=O)OC)C=1C2=C(SC1)C(=CC=C2)C#N)C(=O)OC)C